FC1=C(C(=C(C(=C1F)F)F)C(C1=CC=C(C=C1)[N+](=O)[O-])=O)S(=O)(=O)N(C)C 2,3,4,5-tetrafluoro-N,N-dimethyl-6-(4-nitrobenzoyl)benzenesulfonamide